2-(((1r,4r)-4-((3-(4-methoxy-2-methylphenyl)-3-phenylureido)methyl)cyclohexyl)methoxy)acetic acid COC1=CC(=C(C=C1)N(C(NCC1CCC(CC1)COCC(=O)O)=O)C1=CC=CC=C1)C